C(C1=CC=CC=C1)OC1=NC(=CC=C1C=1C=CC(=NC1)N1CCN(CC1)C(=O)OC(C)(C)C)OCC1=CC=CC=C1 tert-butyl 4-[5-(2,6-dibenzyloxypyridin-3-yl)pyridin-2-yl]piperazine-1-carboxylate